N-(3-(Cyclopentylsulfonyl)phenyl)-6-((2-hydroxy-2-methylpropyl)amino)-2-(6-azaspiro[2.5]octan-6-yl)nicotinamide C1(CCCC1)S(=O)(=O)C=1C=C(C=CC1)NC(C1=C(N=C(C=C1)NCC(C)(C)O)N1CCC2(CC2)CC1)=O